C(C)(C)(C)N=C=NC(C)(C)C Di-tert-butyl-carbodiimide